perfluorohexylsulfonamide FC(C(C(C(C(C(F)(F)F)(F)F)(F)F)(F)F)(F)F)(S(=O)(=O)N)F